5-sulfo-4'-diethylamino-2,2'-dihydroxyazobenzen S(=O)(=O)(O)C=1C=CC(=C(C1)N=NC1=C(C=C(C=C1)N(CC)CC)O)O